N1=C(C(=C(C=C1)C1=CC=NC=C1)C(=O)O)C(=O)O 4,4'-bipyridinedicarboxylic acid